6-chloro-8-((1R,2R)-2-fluoro-2-phenylcyclopropyl)imidazo[1,2-b]pyridazine ClC=1C=C(C=2N(N1)C=CN2)[C@@H]2[C@](C2)(C2=CC=CC=C2)F